1,3-butadiene-1,1,3-tricarbonitrile C(=CC(=C)C#N)(C#N)C#N